(S)-2-(4-(4-((5-fluoroquinolin-6-yl)amino)-5-((R)-1-(oxetan-3-yl)ethoxy)quinazolin-7-yl)-1H-pyrazol-1-yl)propan-1-ol FC1=C2C=CC=NC2=CC=C1NC1=NC=NC2=CC(=CC(=C12)O[C@H](C)C1COC1)C=1C=NN(C1)[C@H](CO)C